CC=1C=C(C=CC1C(C)(C)C)C(C(=O)NCC=1SC=C2C1CN(C2=O)C2C(NC(CC2)=O)=O)=O 2-(3-methyl-4-(tert-butyl)phenyl)-N-((5-(2,6-dioxopiperidin-3-yl)-4-oxo-5,6-dihydro-4H-thieno[3,4-c]pyrrol-1-yl)methyl)-2-oxoacetamide